N-(2,4-dichlorobenzyl)-1-(3,4-difluorobenzyl)piperidine-4-carboxamide ClC1=C(CNC(=O)C2CCN(CC2)CC2=CC(=C(C=C2)F)F)C=CC(=C1)Cl